ClC=1C=C(C(=O)N(C(C)C2CC2)C=2C(=C(C(=O)O)C=CC2)F)C=CN1 3-(2-chloro-N-(1-cyclopropylethyl)isonicotinamido)-2-fluorobenzoic acid